2-methyl-N-{2-[(2R)-1-methylpyrrolidin-2-yl]-1-{[2-(trimethylsilyl)ethoxy]methyl}pyrrolo[3,2-c]pyridin-6-yl}pyrazolo[1,5-a]pyridine-6-carboxamide CC1=NN2C(C=CC(=C2)C(=O)NC2=CC3=C(C=N2)C=C(N3COCC[Si](C)(C)C)[C@@H]3N(CCC3)C)=C1